[Si](C)(C)(C(C)(C)C)OCCCC[C@@H](C)OC1=NC(=CC=C1S[C@H]1[C@H](CCC1)C(=O)OC)C |&1:22,23| Methyl (1RS,2RS)-2-((2-(((R)-6-((tert-butyldimethylsilyl)oxy)hexan-2-yl)oxy)-6-methylpyridin-3-yl)thio)cyclopentane-1-carboxylate